C(C)(C)(C)OC(C(C)C=1C=C(C(=O)O)C=CC1)=O 3-(1-(tert-butoxy)-1-oxo-propan-2-yl)benzoic acid